FC(C1=NN=C(O1)C1=CC=2N(C=C1)C=C(N2)CN(S(=O)(=O)C2CCN(CC2)C(CO)C)C2=CC(=CC=C2)F)F N-((7-(5-(difluoromethyl)-1,3,4-oxadiazol-2-yl)imidazo[1,2-a]pyridin-2-yl)methyl)-N-(3-fluorophenyl)-1-(1-hydroxyprop-2-yl)piperidine-4-sulfonamide